COC(=O)C=1C=2C(=NN(C2C=C(C1)F)C1OCCCC1)Cl chloro-6-fluoro-1-(tetrahydro-2H-pyran-2-yl)-1H-indazole-4-carboxylic acid methyl ester